2,2-difluorobenzo[1,3]dioxole FC1(OC2=C(O1)C=CC=C2)F